FC1=C(C=C(C=C1)F)[C@@H]1N(CCC1)C1=NC=2N(C=C1)N=CC2C(=O)N[C@H](CO)C(C)(C)C 5-((R)-2-(2,5-difluorophenyl)pyrrolidin-1-yl)-N-((S)-1-hydroxy-3,3-dimethylbutan-2-yl)pyrazolo[1,5-a]pyrimidine-3-carboxamide